FC(O[C@@H]1C[C@H](C1)C(=O)O)(F)F trans-3-(trifluoromethoxy)cyclobutanecarboxylic acid